ClC1=C(C=C(OC2=CC3=C(C(NC=C3)=O)N2S(=O)(=O)C2=CC=C(C)C=C2)C=C1)F (4-chloro-3-fluorophenoxy)-1-tosyl-1,6-dihydro-7H-pyrrolo[2,3-c]pyridin-7-one